ClC1=CC=C(C(=N1)C(=O)O)N[C@H](C)C1=C2N=C(C(=NC2=CC(=C1)C)C#N)N1CC(C1)C1=NC=CC=C1 (R)-6-chloro-3-((1-(2-cyano-7-methyl-3-(3-(pyridin-2-yl)azetidin-1-yl)quinoxalin-5-yl)ethyl)amino)picolinic acid